Methyl 5-(4,4,5,5-tetramethyl-1,3,2-dioxaborolan-2-yl)-1H-pyrrole-2-carboxylate CC1(OB(OC1(C)C)C1=CC=C(N1)C(=O)OC)C